[NH4+].NC1=CC=C(C=C1)C para-toluidine ammonium salt